N,N'-(1,4-cyclohexanediyl)bis(acetamide) C1(CCC(CC1)NC(C)=O)NC(C)=O